C12CC(CC(CC1)N2)CCCOC2=NOCC2 3-(3-(8-azabicyclo[3.2.1]octan-3-yl)propoxy)-4,5-dihydroisoxazole